4-(2,6-dichlorobenzamido)-N-(1-((2-(2,6-dioxopiperidin-3-yl)-7-fluoro-1-oxoisoindolin-5-yl)methyl)piperidin-4-yl)-1H-pyrazole-3-carboxamide ClC1=C(C(=O)NC=2C(=NNC2)C(=O)NC2CCN(CC2)CC=2C=C3CN(C(C3=C(C2)F)=O)C2C(NC(CC2)=O)=O)C(=CC=C1)Cl